(R)-2-((1,4-dioxo-1,4-dihydronaphthalen-2-yl)amino)-3-phenyl-N-(4-tolyl)-propionamide O=C1C(=CC(C2=CC=CC=C12)=O)N[C@@H](C(=O)NC1=CC=C(C=C1)C)CC1=CC=CC=C1